ClC=1C(=NC(=NC1)NC1CCOCC1)C1=CC=C2CN(C(C2=C1)=O)[C@@H](C(=O)N[C@H](CO)C1=C(C=CC(=C1)F)C)C (2R)-2-(6-{5-chloro-2-[(oxan-4-yl)amino]pyrimidin-4-yl}-1-oxo-2,3-dihydro-1H-isoindol-2-yl)-N-[(1S)-1-(5-fluoro-2-methylphenyl)-2-hydroxyethyl]propanamide